BrC1=CC=C2C(=N1)N=C(O2)NC2CCC(N(C2)C)CO (5-((5-bromooxazolo[4,5-b]pyridin-2-yl)amino)-1-methylpiperidin-2-yl)methanol